C[C@H]1CN(CCC1)C1CCN(CC1)C=1SC(=CN1)C(=O)NCC1=CC(=CC=C1)C(F)(F)F 2-[(3R)-3-methyl[1,4'-bipiperidin]-1'-yl]-N-[3-(trifluoromethyl)benzyl]-1,3-thiazole-5-carboxamide